C(C)C=1C(NC2=C(N1)SC(=C2)CN2CCN(CC2)C=2C(=NC(=CC2)C)C(=O)NCCO)=O (4-((3-ethyl-2-oxo-1,2-dihydrothieno[2,3-b]pyrazin-6-yl)methyl)piperazin-1-yl)-N-(2-hydroxyethyl)-6-methylpyridinecarboxamide